Ethyl 2-(4-bromophenyl)-7-hydroxy-2H-pyrazolo[4,3-b]pyridine-3-carboxylate BrC1=CC=C(C=C1)N1N=C2C(N=CC=C2O)=C1C(=O)OCC